C(C)N(CCCNC(C1=CC(=CC=C1)NC1=CC=C(C=C1)NC(C1=CC(=CC=C1)OC)=O)=O)CC N-(3-Diethylamino-propyl)-3-[4-(3-methoxybenzamido)-phenylamino]-benzamide